BrC1=CN(C=2N=CN=C(C21)NCC2=NC=CC(=C2)C2CCN(CC2)C(=O)OC(C)(C)C)COCC[Si](C)(C)C Tert-butyl 4-(2-(((5-bromo-7-((2-(trimethylsilyl)ethoxy)methyl)-7H-pyrrolo[2,3-d]pyrimidin-4-yl)amino)methyl)pyridin-4-yl)piperidine-1-carboxylate